(Z)-cinnamaldehyde C(\C=C/C1=CC=CC=C1)=O